diethyl 2-(cyclohexylmethyl)-3-ethyl-3-methylsuccinate C1(CCCCC1)CC(C(=O)OCC)C(C(=O)OCC)(C)CC